NCCCNS(=O)(=O)C1(CC1)CN1C(C2=C(CC1)C(=NN2C)C(=O)NCC2=CC=C(C=C2)C#N)=O 6-((1-(N-(3-Aminopropyl)sulfamoyl)cyclopropyl)methyl)-N-(4-cyanobenzyl)-1-methyl-7-oxo-4,5,6,7-tetrahydro-1H-pyrazolo[3,4-c]pyridine-3-carboxamide